(3S,4S)-1-((benzyloxy)carbonyl)-4-hydroxypyrrolidine-3-carboxylic acid C(C1=CC=CC=C1)OC(=O)N1C[C@@H]([C@@H](C1)O)C(=O)O